4-((1-(4-(2-(2-Aminopyridin-3-yl)-5-(5-cyanopyridin-3-yl)-3H-imidazo[4,5-b]pyridin-3-yl)benzyl)piperidin-4-yl)amino)pyrimidine-2-carbonitrile NC1=NC=CC=C1C1=NC=2C(=NC(=CC2)C=2C=NC=C(C2)C#N)N1C1=CC=C(CN2CCC(CC2)NC2=NC(=NC=C2)C#N)C=C1